C(CCCCC)N(C(CCCCBr)=O)CCCCCC N,N-dihexyl-5-bromovaleramide